BrC1=CC=C(C=C1)[C@H]1[C@H]([C@H](CC(C1)=O)C(NC1=C(C=C(C=C1)C(F)(F)F)F)=O)C(=O)OCC1=CC=CC=C1 |r| rac-benzyl (1R,2R,6S)-2-(4-bromophenyl)-6-((2-fluoro-4-(trifluoromethyl)phenyl)carbamoyl)-4-oxocyclohexane-1-carboxylate